COC1=CC=C(\C=N\N=C/2\NC(C(N2)CC(=O)Cl)=O)C=C1 2-((E)-2-(((E)-4-methoxybenzylidene)hydrazineylidene)-5-oxoimidazolidine-4-yl)acetyl chloride